ClC=1C=CC(=C(CNC(=O)C2=CN=C(S2)N2CCC(CC2)N2C[C@@H](CCC2)C)C1)F N-(5-chloro-2-fluorobenzyl)-2-[(3R)-3-methyl-[1,4'-bipiperidine]-1'-yl]-1,3-thiazole-5-carboxamide